5-(3-(2,6-dioxopiperidin-3-yl)-2-methyl-4-oxo-3,4-dihydroquinazolin-5-yl)pentan O=C1NC(CCC1N1C(=NC2=CC=CC(=C2C1=O)CCCCC)C)=O